FC1=CC=2N(C=C1OC1=NC=CN=C1OCC(F)(F)F)C(=C(N2)C(=O)NC2(CCS(CC2)(=O)=O)C)C 7-fluoro-3-methyl-N-(4-methyl-1,1-dioxo-thian-4-yl)-6-[3-(2,2,2-trifluoroethoxy)pyrazin-2-yl]oxy-imidazo[1,2-a]pyridine-2-carboxamide